tert-butyl ((1r,4r)-4-(bis(3-(4-(4-(2-((S)-2-cyano-4,4-difluoro pyrrolidin-1-yl)-2-oxoethylcarbamoyl)pyridin-3-yl)phenoxy)propyl)carbamoyl) cyclohexyl)methylcarbamate C(#N)[C@H]1N(CC(C1)(F)F)C(CNC(=O)C1=C(C=NC=C1)C1=CC=C(OCCCN(C(=O)C2CCC(CC2)CNC(OC(C)(C)C)=O)CCCOC2=CC=C(C=C2)C=2C=NC=CC2C(NCC(N2[C@@H](CC(C2)(F)F)C#N)=O)=O)C=C1)=O